N=1N(N=CC1)CCCN1C[C@H](CC1)C1=CNC=2C=CC=C(C12)O (R)-3-(1-(3-(2H-1,2,3-triazol-2-yl)propyl)pyrrolidin-3-yl)-1H-indole-4-ol